C(C)(=O)C1=C(C2=C(N=C(N=C2)NC2=NC=C(C=C2)N2CCN(CC2)CC2CCC(CC2)CO[Si](C)(C)C(C)(C)C)N(C1=O)C1CCCC1)C 6-acetyl-2-((5-(4-(((1s,4s)-4-(((tert-butyldimethylsilyl)oxy)methyl)cyclohexyl)methyl)piperazin-1-yl)pyridin-2-yl)amino)-8-cyclopentyl-5-methylpyrido[2,3-d]pyrimidin-7(8H)-one